5-(4-cyclopropyl-6-methoxy-pyrimidin-5-yl)-7-[[5-fluoro-6-[1-methyl-4-(trifluoromethyl)imidazol-2-yl]-3-pyridyl]methoxy]thiazolo[5,4-d]pyrimidine C1(CC1)C1=NC=NC(=C1C=1N=C(C2=C(N1)SC=N2)OCC=2C=NC(=C(C2)F)C=2N(C=C(N2)C(F)(F)F)C)OC